tert-butyl N-[(1S)-1-{[(2S)-1-[(2S,4S)-4-amino-2-[(2,6-difluorophenyl)carbamoyl]pyrrolidin-1-yl]-3,3-dimethyl-1-oxobutan-2-yl]carbamoyl}ethyl]-N-methylcarbamate N[C@H]1C[C@H](N(C1)C([C@H](C(C)(C)C)NC(=O)[C@H](C)N(C(OC(C)(C)C)=O)C)=O)C(NC1=C(C=CC=C1F)F)=O